C1(=CC=CC=C1)C1(CCCCC(CCCC1)C(=O)N)C1=CC=CC=C1 diphenylcyclodecane-4-carboxamide